(1-(2-hydroxy-2-methylpropionyl)-4-methylpiperidin-4-yl)carbamic acid tert-butyl ester C(C)(C)(C)OC(NC1(CCN(CC1)C(C(C)(C)O)=O)C)=O